(5S,8S)-N-(4-chloro-2,6-difluorobenzyl)-5-fluoro-8-hydroxy-5,6,7,8-tetrahydroquinoline-5-carboxamide ClC1=CC(=C(CNC(=O)[C@]2(C=3C=CC=NC3[C@H](CC2)O)F)C(=C1)F)F